3-[3-[(3-Fluorophenyl)-methyl-carbamoyl]-4-methyl-2-oxo-7-(trifluoromethyl)-1H-quinolin-1-yl]-propionic acid methyl ester COC(CCN1C(C(=C(C2=CC=C(C=C12)C(F)(F)F)C)C(N(C)C1=CC(=CC=C1)F)=O)=O)=O